1-Ethyl-3-methylimidazolium iodide [I-].C(C)N1C=[N+](C=C1)C